ClC1=CC2=C(C=N1)C=C(N2COCC[Si](C)(C)C)C2=NC(=NC(=C2)C)C 2-[[6-chloro-2-(2,6-dimethylpyrimidin-4-yl)pyrrolo[3,2-c]pyridin-1-yl]methoxy]ethyl-trimethyl-silane